FC1=C(SC(=C1)C(C)(C)O)S(=O)(N)=NC(NC1=C2C(=NC(=C1C)C1(CC1)F)CCC2)=O 3-Fluoro-N'-((2-(1-fluorocyclopropyl)-3-methyl-6,7-dihydro-5H-cyclopenta[b]pyridin-4-yl)carbamoyl)-5-(2-hydroxypropan-2-yl)thiophene-2-sulfonimidamide